N-(1-(4-Aminophenyl)-2-(benzylamino)-2-oxoethyl)-N-(3-(hydroxymethyl)-phenyl)propiolamide NC1=CC=C(C=C1)C(C(=O)NCC1=CC=CC=C1)N(C(C#C)=O)C1=CC(=CC=C1)CO